1-hexylnonyl 8-[2-[2-[2-[2-(2-aminoethoxy)ethoxy] ethoxy] ethoxy] ethyl-[8-(1-hexylnonoxy)-8-oxooctyl]amino]octanoate NCCOCCOCCOCCOCCN(CCCCCCCC(=O)OC(CCCCCCCC)CCCCCC)CCCCCCCC(=O)OC(CCCCCCCC)CCCCCC